Methyl 5-(4-(L-valyl-L-valyl) piperazine-1-carbonyl)-2-(2-(4-fluorophenyl) butyryl)-4-methylthiophene-3-carboxylate N[C@@H](C(C)C)C(=O)N[C@@H](C(C)C)C(=O)N1CCN(CC1)C(=O)C1=C(C(=C(S1)C(C(CC)C1=CC=C(C=C1)F)=O)C(=O)OC)C